C(C)(=O)C1=NNC(=C1)C(=O)NC[C@H](C)N1N=C(C=C1)C1=CC(=C(C(=C1)F)C#N)F (S)-3-acetyl-N-(2-(3-(4-cyano-3,5-difluorophenyl)-1H-pyrazol-1-yl)propyl)-1H-pyrazole-5-carboxamide